bis(3-carboxyphenoxy)m-terphenyl C(=O)(O)C=1C=C(OC=2C(=C(C=CC2)C2=CC(=CC=C2)C2=CC=CC=C2)OC2=CC(=CC=C2)C(=O)O)C=CC1